(E)-2-{[(p-methoxyphenyl)methyl]amino}-5,5-dimethyl-3-hexenoic acid COC1=CC=C(C=C1)CNC(C(=O)O)\C=C\C(C)(C)C